FC1(CCC(CC1)N1C[C@@H](CCC1)C1=NN2C(=NC=3C(=CC=CC3C2=N1)OC)N)F 2-((3R)-1-(4,4-difluorocyclohexyl)piperidin-3-yl)-7-methoxy[1,2,4]triazolo[1,5-c]quinazolin-5-amine